ClC=1C(=CC2=C([C@@H](C[C@H](O2)C(=O)NC23CC(C2)(C3)N3N=CC(=C3)N3C[C@@H](CC3)OC(F)(F)F)O)C1)F (2S,4R)-6-chloro-7-fluoro-4-hydroxy-N-(3-{4-[(3R)-3-(trifluoromethoxy)pyrrolidin-1-yl]-1H-pyrazol-1-yl}bicyclo[1.1.1]pentan-1-yl)-3,4-dihydro-2H-1-benzopyran-2-carboxamide